N-[(1R)-1-benzyl-1,3-dimethyl-butyl]-8-fluoro-quinoline-3-carboxylic acid C(C1=CC=CC=C1)[C@](CC(C)C)(C)N1CC(=CC2=CC=CC(=C12)F)C(=O)O